1-(2,6-dichlorophenyl)-4-((4-(4-(2,2,2-trifluoroethyl)piperazine-1-carbonyl)phenyl)amino)-1H-pyrazole-3-carboxamide ClC1=C(C(=CC=C1)Cl)N1N=C(C(=C1)NC1=CC=C(C=C1)C(=O)N1CCN(CC1)CC(F)(F)F)C(=O)N